C(C)(C)(C)C=1N=C(OC1)C(=O)NC1=C(C=C(C(=C1)C=1C=C(C=2N(C1)C=CN2)N2CCOCC2)C)F 4-(Tert-butyl)-N-(2-fluoro-4-methyl-5-(8-morpholinoimidazo[1,2-a]pyridin-6-yl)phenyl)oxazole-2-carboxamide